N-(5-(3,4-Difluorophenoxy)-2-methoxyphenyl)-1-isopropyl-5-oxopyrrolidine-2-carboxamide FC=1C=C(OC=2C=CC(=C(C2)NC(=O)C2N(C(CC2)=O)C(C)C)OC)C=CC1F